O[C@@H]1[C@H]2[C@@H]3CC[C@H]([C@@H](CCCC(C)CO)C)[C@]3(CC[C@@H]2[C@]2(CC[C@@H](CC2=C1)O)C)C 7β,27-Dihydroxycholesterol